N-{2-fluoro-3-[6-oxo-4-(trifluoromethyl)-1,6-dihydropyrimidin-2-yl]-4-(trifluoromethyl)benzyl}-4-[4-(trifluoromethyl)phenoxy]piperidine-1-carboxamide FC1=C(CNC(=O)N2CCC(CC2)OC2=CC=C(C=C2)C(F)(F)F)C=CC(=C1C=1NC(C=C(N1)C(F)(F)F)=O)C(F)(F)F